The molecule is a 3-oxo Delta(7)-steroid that is (22E)-ergosta-7,22-diene substituted by oxo groups at positions 3 and 6. It has been isolated from Penicillium commune. It has a role as a Penicillium metabolite. It is an ergostanoid, a 3-oxo Delta(7)-steroid and a 6-oxo steroid. C[C@H](/C=C/[C@H](C)C(C)C)[C@H]1CC[C@@H]2[C@@]1(CC[C@H]3C2=CC(=O)[C@@H]4[C@@]3(CCC(=O)C4)C)C